PHENYLACETALDEHYDE DIISOBUTYL ACETAL C(C(C)C)OC(CC1=CC=CC=C1)OCC(C)C